4-Amino-7-((2R,3R,4R,5S)-5-((((5-(4-aminophenyl)-3-methylisoxazol-4-yl)methyl)thio)methyl)-3,4-bis((tert-butyldimethylsilyl)oxy)tetrahydrofuran-2-yl)-7H-pyrrolo[2,3-d]pyrimidin NC=1C2=C(N=CN1)N(C=C2)[C@@H]2O[C@@H]([C@H]([C@H]2O[Si](C)(C)C(C)(C)C)O[Si](C)(C)C(C)(C)C)CSCC=2C(=NOC2C2=CC=C(C=C2)N)C